1-(4-phenylthiazol-2-yl)guanidine methyl-(1r,4S)-4-(3-chloroanilino)-2'-[(2S)-2-{[(thieno[3,2-b]pyridin-7-yl)oxy]methyl}hept-3-yn-1-yl]spiro[cyclohexane-1,1'-indene]-4-carboxylate CC1=C(C2(C3=CC=CC=C13)CCC(CC2)(C(=O)O)NC2=CC(=CC=C2)Cl)C[C@@H](C#CCCC)COC2=C1C(=NC=C2)C=CS1.C1(=CC=CC=C1)C=1N=C(SC1)NC(=N)N